C1(CC1)OC1=C(C=C(C(=C1)I)C)N(C(C#CC)=O)C1=C(C=C2C(=N1)C=NN2)C N-(2-cyclopropoxy-4-iodo-5-methylphenyl)-N-{6-methyl-1H-pyrazolo[4,3-b]pyridin-5-yl}but-2-ynamide